N[Pt-2](Cl)(Cl)N cis-diamino(dichloro)platinum (II)